[N+](=O)([O-])C(CC=CCCCC(=O)O)=CCC=CCC=CCCCCC 8-nitro-5,8,11,14-eicosatetraenoic acid